(1R,2S,5S)-N-[(S)-cyano(pyrido[2,3-d]pyridazin-8-yl)methyl]-6,6-dimethyl-3-[(2S)-3-methyl-2-[(2,2,2-trifluoroacetyl)amino]butanoyl]-3-azabicyclo[3.1.0]hexane-2-carboxamide C(#N)[C@@H](NC(=O)[C@@H]1[C@H]2C([C@H]2CN1C([C@H](C(C)C)NC(C(F)(F)F)=O)=O)(C)C)C=1N=NC=C2C1N=CC=C2